COC1=CC(=CC(=C1O)OC)C(=O)C2[C@H](C([C@@H](CC2(C(=O)O)O)O)O)O syringoylquinic acid